COC1=C(C=NN1C)NC(=O)C1C(CCCC1)C(C1=CC=C(C=C1)C1=NNC=C1)=O N-(5-Methoxy-1-methyl-1H-pyrazol-4-yl)-2-[4-(1H-pyrazol-3-yl)benzoyl]cyclohexanecarboxamide